ClC1=C2C(NC=C1)=NC=C2C=2C=C(C=CC2)N2C(CN(CC2)C(=O)OC(C)(C)C)=O tert-butyl [4-(3-{4-chloro-7H-pyrrolo[2,3-b]pyridin-3-yl}phenyl)-3-oxopiperazin-1-yl]formate